OCC1=CC=C(C=C1)C1=CN=CN1 5-(4-(hydroxymethyl)phenyl)-1H-imidazol